6-fluoro-N~2~-[6-methoxy-2-(propan-2-yl)-1,2,3,4-tetrahydroisoquinolin-7-yl]-7-(8-methyl-2,3-dihydro-1H-pyrido[2,3-b][1,4]oxazin-7-yl)quinazoline-2,5-diamine FC1=C(C=2C=NC(=NC2C=C1C1=C(C2=C(OCCN2)N=C1)C)NC1=C(C=C2CCN(CC2=C1)C(C)C)OC)N